C[Si](C(C(=O)C1=CC=CC=C1)C(C)=O)(OC)OC 2-(methyldimethoxysilyl)1-phenyl-1,3-butanedione